BrC=1C(=NC(=CC1)Br)C=O 3,6-dibromopyridine-carbaldehyde